COC(=O)[C@H]1N(CCC1)C1=C(C2=C(NC(=N2)C(NC(=O)C=2C(=NOC2)C)C2CCCCCCC2)C=C1)F (2S)-1-(2-{cyclooctyl-[(3-methylisoxazole-4-carbonyl)amino]methyl}-4-fluoro-1H-benzoimidazol-5-yl)pyrrolidine-2-carboxylic acid methyl ester